C(C)C=1C2=C(S(C1C#CC)(=O)=O)C(=CC=C2)NC2CCN(CC2)C 3-(3-ethyl-7-((1-methylpiperidin-4-yl)amino)-1,1-dioxidobenzo[b]thiophen-2-yl)prop-2-yn